S1CCC2=C1C1=C(N=CC2)C=CC=C1 dihydro-4H-benzo[b]thieno[2,3-d]azepine